3-{[2-methoxy-4-(propane-2-sulfonyl)phenyl]amino}prop-1-yn COC1=C(C=CC(=C1)S(=O)(=O)C(C)C)NCC#C